morpholino(pyrrolidin-3-yl)methanone O1CCN(CC1)C(=O)C1CNCC1